4-((1r,4r)-4-(trifluoromethyl)cyclohexyl)phthalazin-1(2H)-one FC(C1CCC(CC1)C1=NNC(C2=CC=CC=C12)=O)(F)F